4-((4-((3-Fluorophenyl)amino)-1-(4-(trifluoromethyl)benzyl)-1H-indol-7-amido)methyl)benzoic acid FC=1C=C(C=CC1)NC1=C2C=CN(C2=C(C=C1)C(=O)NCC1=CC=C(C(=O)O)C=C1)CC1=CC=C(C=C1)C(F)(F)F